(3-bromo-2-pyridyl)piperazin BrC=1C(=NC=CC1)N1CCNCC1